N-(4-hydroxy-3-(1H-indazol-1-yl)phenyl)-4-methylbenzenesulfonamide OC1=C(C=C(C=C1)NS(=O)(=O)C1=CC=C(C=C1)C)N1N=CC2=CC=CC=C12